C(C)O[Si](CCCNCCC[Si](OCC)(OCC)OCC)(OCC)OCC Bis(3-triethoxysilylpropyl)amin